2-(4-methoxyphenyl)ACETIC ACID COC1=CC=C(C=C1)CC(=O)O